1-{2-[(tert-butyldimethylsilyl)oxy]-2-methylpropyl}-2-(ethoxymethyl)-4-(propan-2-yl)-1H-imidazole [Si](C)(C)(C(C)(C)C)OC(CN1C(=NC(=C1)C(C)C)COCC)(C)C